(6-(4-Fluoro-2-methylbenzyl)-2-azaspiro[3.3]heptan-2-yl)((1s,3s)-3-hydroxy-3-methylcyclobutyl)methanon FC1=CC(=C(CC2CC3(CN(C3)C(=O)C3CC(C3)(C)O)C2)C=C1)C